COC=1C(=C2C=CNC2=C(C1)C)CN1C(CCCC1)C1=CC=C(C=C1)P(O)(O)=O (4-(1-((5-methoxy-7-methyl-1H-indol-4-yl)methyl)piperidin-2-yl)phenyl)phosphonic acid